methyl-bis-(4-octyl)phosphine CP(C(CCC)CCCC)C(CCC)CCCC